C(C1=CC=CC=C1)OC(CCOC1=NC=CC=C1SC1=C(C=C(C(=C1)N1C(N(C(=CC1=O)C(F)(F)F)N)=O)F)Cl)=O Benzyl-3-{[3-({5-[3-amino-2,6-dioxo-4-(trifluoromethyl)-3,6-dihydropyrimidin-1(2H)-yl]-2-chloro-4-fluorophenyl}sulfanyl)pyridin-2-yl]oxy}propanoat